2-[1-[2-(5-Fluoro-3-pyridyl)-3,6-dimethyl-4-oxo-chromen-8-yl]ethylamino]benzoic acid FC=1C=C(C=NC1)C=1OC2=C(C=C(C=C2C(C1C)=O)C)C(C)NC1=C(C(=O)O)C=CC=C1